ClC1=CC=C(C(=N1)C(=O)O)N[C@H](C)C1=C2N=C(C(=NC2=CC(=C1)C)C#N)N1C[C@H](OCC1)CO 6-chloro-3-(((R)-1-(2-cyano-3-((S)-2-(hydroxymethyl)morpholino)-7-methylquinoxalin-5-yl)ethyl)amino)picolinic acid